(2S,3R,4R,5S)-3,4,5-tris(benzyloxy)-1-(2-(3,5-difluoro-[1,1'-biphenyl]-4-yl)ethyl)-2-(fluoromethyl)piperidine C(C1=CC=CC=C1)O[C@@H]1[C@H](N(C[C@@H]([C@H]1OCC1=CC=CC=C1)OCC1=CC=CC=C1)CCC1=C(C=C(C=C1F)C1=CC=CC=C1)F)CF